(7-(3-(Difluoromethoxy)benzyl)-2-azaspiro[3.5]nonan-2-yl)((1s,3s)-3-hydroxy-3-methylcyclobutyl)methanon FC(OC=1C=C(CC2CCC3(CN(C3)C(=O)C3CC(C3)(C)O)CC2)C=CC1)F